Cl.NCC(CO)O 3-aminopropan-1,2-diol hydrochloride